FC(C1=CC=C(S1)C(=O)NC=1SC2=C(N1)C=CC(=C2)C(F)(F)F)(F)F 5-(trifluoromethyl)-N-(6-(trifluoromethyl)benzo[d]thiazol-2-yl)thiophene-2-carboxamide